(S)-1-(1-(azetidin-3-yl)-1H-pyrazol-4-yl)-5,5-difluoro-3-(2-methylazetidin-1-yl)-6,7-dihydro-5H-cyclopenta[c]pyridine-4-carbonitrile N1CC(C1)N1N=CC(=C1)C1=NC(=C(C2=C1CCC2(F)F)C#N)N2[C@H](CC2)C